CC1(CN(C1)CC(=O)NC=1C=C(C(=NC1)F)NC(=O)C=1C=C2C(=NC1)NC(=C2)C=2C=NN(C2)C)C N-(5-(2-(3,3-dimethylazetidin-1-yl)acetamido)-2-fluoropyridin-3-yl)-2-(1-methyl-1H-pyrazol-4-yl)-1H-pyrrolo[2,3-b]pyridine-5-carboxamide